FC1=C(N=C2C(=N1)C(=O)OC2=O)F difluoropyrazinediformic anhydride